[Li].C(N)(=O)C=1C=C(C=CC1F)NC(=O)[C@@H]1O[C@]([C@@H]([C@H]1C1=C(C=C(C=C1)F)OC(F)F)C)(C(F)(F)F)C (2R,3S,4R,5R)-N-(3-carbamoyl-4-fluoro-phenyl)-3-[2-(difluoromethoxy)-4-fluoro-phenyl]-4,5-dimethyl-5-(trifluoromethyl)tetrahydrofuran-2-carboxamide lithium